CC1=C(C=CC=C1C=1C(=NC=C(C1OC)Br)C(=O)N)C1=C(C(=CC=C1)C=1C(=NC=C(C1OC)Br)C(=O)N)C (2,2'-dimethyl-[1,1'-biphenyl]-3,3'-diyl)bis(5-bromo-4-methoxy-2-pyridineamide)